ClC1=C(C=CC=C1)CC(CN1N=CN=C1)O 1-(2-chlorophenyl)-3-(1,2,4-triazol-1-yl)-propan-2-ol